Cl.FC(CC1(CC1)N)(F)F 1-(2,2,2-trifluoroethyl)cyclopropan-1-amine hydrochloride